2,2-dimethyloctanoat CC(C(=O)[O-])(CCCCCC)C